C(C1=CC=CC=C1)OC1=CC=C2C=C(C3(C2=C1)CCC(CC3)(C(=O)N)NC3=CC(=CC=C3)Cl)Br (1s,4s)-6'-(benzyloxy)-2'-bromo-4-(3-chloroanilino)spiro[cyclohexane-1,1'-indene]-4-carboxamide